N1C(=NC2=C1C=CC=C2)[C@H]2N(CCC1=C2N=CN1)C(=O)OC(C)(C)C tert-butyl (4S)-4-(1H-benzimidazol-2-yl)-1,4,6,7-tetrahydroimidazo[4,5-c]pyridine-5-carboxylate